6-(2H-1,2,3-triazole-2-yl)-5-(trifluoromethyl)pyridine-3-amine N=1N(N=CC1)C1=C(C=C(C=N1)N)C(F)(F)F